ClC(C(=O)OC)CCC(C(=O)OC)Cl dimethyl 2,5-dichloroadipate